[PH2](O)=O.C(C)C1=C(C=CC=C1)C(C1=C(C=C(C=C1C)C)C)=O ethyl-2,4,6-trimethylbenzoylbenzene phosphinate